(S)-3-((S)-sec-butyl)-7-methyl-5-phenyl-1,3-dihydro-2H-benzo[e][1,4]diazepin-2-one [C@H](C)(CC)[C@@H]1N=C(C2=C(NC1=O)C=CC(=C2)C)C2=CC=CC=C2